Furost-5-ene-3beta,22,26-triol CC(CO)CCC1(O[C@H]2C[C@H]3[C@@H]4CC=C5C[C@H](CC[C@]5(C)[C@H]4CC[C@]3(C)[C@H]2[C@@H]1C)O)O